4-methylyl-N-(4-((4-methylpiperazin-1-yl)methyl)-3-(trifluoromethyl)Phenyl)benzamide C=C1CC=C(C(=O)NC2=CC(=C(C=C2)CN2CCN(CC2)C)C(F)(F)F)C=C1